Cl[SiH2][SiH3] CHLORoDISILAN